N2-[4-(4-cyclopropylpiperazin-1-yl)sulfonylphenyl]-N4-[2-(6-methyl-2-pyridyl)pyrimidin-4-yl]pyrimidine-2,4-diamine C1(CC1)N1CCN(CC1)S(=O)(=O)C1=CC=C(C=C1)NC1=NC=CC(=N1)NC1=NC(=NC=C1)C1=NC(=CC=C1)C